2-chloro-N-(2,2-difluorobenzo[d][1,3]dioxol-4-yl)-6-(1,3-dioxolan-2-yl)nicotinamide ClC1=C(C(=O)NC2=CC=CC=3OC(OC32)(F)F)C=CC(=N1)C1OCCO1